N1=CC(=CC=C1)CN(CC1=CC=C(C=C1)CNCC1=NC=CC=C1)C1CCCC=2C=CC=NC12 N-(3-pyridinylmethyl)-N'-(2-pyridinylmethyl)-N-(5,6,7,8-tetrahydro-8-quinolinyl)-1,4-benzenedimethanamine